C[Si](C#CC1=CC(=C(C=C1)C[C@H]1NC(=NOC1)C1=NC(=NC=C1OC1=CC(=CC=C1)C(F)(F)F)C)C)(C)C |r| trimethyl-[2-[3-methyl-4-[[(5RS)-3-[2-methyl-5-[3-(trifluoro-methyl)phenoxy]pyrimidin-4-yl]-5,6-dihydro-4H-1,2,4-oxadiazin-5-yl]methyl]phenyl]ethynyl]silane